O1C2=C(OCC1)C=C(C=C2)[C@H]([C@@H](CN2CCCC2)NC(=O)[C@H]2CN(CC2)C2=CC=C1C=NN(C1=C2)C)O (R)-N-((1R,2R)-1-(2,3-dihydrobenzo[b][1,4]dioxin-6-yl)-1-hydroxy-3-(pyrrolidin-1-yl)propan-2-yl)-1-(1-methyl-1H-indazol-6-yl)pyrrolidine-3-carboxamide